CC=1C=C(\C=N\NC2=C3N=CN(C3=NC(=N2)N2CCOCC2)C2CCN(CC2)C(=O)C2=CC=NC=C2)C=CC1 (E)-(4-(6-(2-(3-methylbenzylidene)hydrazinyl)-2-morpholino-9H-purin-9-yl)piperidin-1-yl)(pyridin-4-yl)methanone